tert-butyl (3-(2,4-dioxotetrahydropyrimidin-1(2H)-yl)-4-methoxybenzoyl)glycinate O=C1N(CCC(N1)=O)C=1C=C(C(=O)NCC(=O)OC(C)(C)C)C=CC1OC